perfluoro-1,7-heptanediol FC(C(C(C(C(C(C(O)(F)F)(F)F)(F)F)(F)F)(F)F)(F)F)(O)F